O1C=C(C=C1)C1=C(C#N)C=C(C(=C1C#N)O)OC 2-(furan-3-yl)-4-hydroxy-5-methoxyisophthalonitrile